N1=CC=C(C=C1)CNC=1C2=C(N=CN1)SC1=C2CCCC1 N-(pyridin-4-ylmethyl)-5,6,7,8-tetrahydro[1]benzothieno[2,3-d]pyrimidin-4-amine